tert-butyl 2-[2-fluoro-4-(4,4,5,5-tetramethyl-1,3,2-dioxaborolan-2-yl)phenoxy]acetate FC1=C(OCC(=O)OC(C)(C)C)C=CC(=C1)B1OC(C(O1)(C)C)(C)C